BrC1C(CCC2C3=CC=CC=C3C3(N=C(C(=N3)N)C)C12)OC bromo-2-methoxy-5'-methyl-1,2,3,4,4a,9a-hexahydrospiro[fluorene-9,2'-imidazole]-4'-amine